COC=1C(=C(C(=CC1)C)C1=C2C(=NC(=C1)C(=O)OC)C=NN2)C methyl 7-(3-methoxy-2,6-dimethylphenyl)-1H-pyrazolo[4,3-b]pyridine-5-carboxylate